C(CCCCCC)C(C(=O)[O-])(C(=O)[O-])CCCCCCC.[Na+].[Na+] sodium 2,2-diheptylmalonate